O=C1NC=CC(=C1C(=O)OC)C(=O)OC dimethyl 2-oxo-1,2-dihydropyridine-3,4-dicarboxylate